6-isohexyl-2,3-xylenol C(CCC(C)C)C1=CC=C(C(=C1O)C)C